C1(CCCC1)C1=CC(=CC2=C1N=C(S2)N2[C@@H]1C[C@H]([C@H](C2)C1)OCC1=C(N=NN1C1CC1)C1=C(C=CC=C1Cl)Cl)C(=O)O 4-cyclopentyl-2-[(1S,4S,5R)-5-{[1-cyclopropyl-4-(2,6-dichlorophenyl)-1H-1,2,3-triazol-5-yl]methoxy}-2-azabicyclo[2.2.1]heptan-2-yl]-1,3-benzothiazole-6-carboxylic acid